IC=1C=C(C=C(C1OCC(C)N)I)C1=CC=CC=C1 1-((3,5-Diiodo-[1,1'-biphenyl]-4-yl)oxy)propan-2-amine